C1(=C(C=CC=C1)N)C1=CC=C(C=C1)C1=CC=CC=C1 [1,1':4',1'']terphenyl-2-ylamine